C1(CC1)N1CCC(CC1)N1CCC(CC1)C=1C=CC2=C(N(C(=N2)C2=CC=C(C=C2)S(=O)(=O)C)C)C1F 6-(1'-cyclopropyl-[1,4'-bipiperidin]-4-yl)-7-fluoro-1-methyl-2-(4-(methylsulfonyl)phenyl)-1H-benzo[d]imidazole